6-{[(3S)-3-methylpiperidin-1-yl]methyl}-2-{6-methoxy-4-[(1R,3R)-3-methyl-1-(4-methyl-1,2,4-triazacyclopentyl)cyclobutyl]pyridin-2-yl}-4-(trifluoromethyl)-2,3-dihydro-1H-isoindol-1-one C[C@@H]1CN(CCC1)CC1=CC(=C2CN(C(C2=C1)=O)C1=NC(=CC(=C1)C1(CC(C1)C)N1NCN(C1)C)OC)C(F)(F)F